(3S)-3-(6-Oxospiro[2,8-Dihydrofuro[2,3-e]Isoindole-3,4'-Piperidine]-7-Yl)Piperidine-2,6-Dione O=C1N(CC2=C3C(=CC=C12)C1(CCNCC1)CO3)[C@@H]3C(NC(CC3)=O)=O